C(CCCCCCCCCCCCCCCCC)(=O)O[C@@H]1CC(C[C@@H]1OC(CCCCCCCCCCCCCCCCC)=O)NC(CCC(=O)O)=O 4-(((3R,4S)-3,4-bis(stearoyloxy)cyclopentyl)amino)-4-oxobutanoic acid